1-(2-(1,2-dihydroxythienyl)-6-hydroxybenzofuran-5-yl)ethanone OS1C(=C(C=C1)C=1OC2=C(C1)C=C(C(=C2)O)C(C)=O)O